OC=1C(=NC=CC1)C(=O)NN 3-Hydroxypicolinic Acid Hydrazide